2-Ethyl-2-butylpropandiol C(C)C(C(O)O)(C)CCCC